C(C)O[Si](CCCNC(CCCCCCCCCCC)=O)(OCC)OCC N-[3-triethoxysilylpropyl]dodecanamide